palmitoleyl linoleate C(CCCCCCC\C=C/C\C=C/CCCCC)(=O)OCCCCCCCC\C=C/CCCCCC